C1CNC=2C=CC3=C(C12)C=CC=C3 dihydro-2H-benzo[e]indol